C(C)OC1=CC=C2C=C(NC2=C1)C(=O)N 6-ethoxyindole-2-carboxamide